2-[3-(1,3-benzothiazol-2-ylamino)-6-hydroxy-4-methyl-6,7-dihydro-5H-pyrido[2,3-c]pyridazin-8-yl]-5-[3-[2-fluoro-4-[3-(methylamino)prop-1-ynyl]phenoxy]propyl]thiazole-4-carboxylic acid S1C(=NC2=C1C=CC=C2)NC2=C(C1=C(N=N2)N(CC(C1)O)C=1SC(=C(N1)C(=O)O)CCCOC1=C(C=C(C=C1)C#CCNC)F)C